1,3-di-tert-butyl-1,3,2-diazaphosphine-2-oxide C(C)(C)(C)N1P(N(CC=C1)C(C)(C)C)=O